N-(5-(benzyloxy)-3,4,6-trimethylpyridin-2-yl)-5-(trifluoromethyl)-1H-indole-2-carboxamide C(C1=CC=CC=C1)OC=1C(=C(C(=NC1C)NC(=O)C=1NC2=CC=C(C=C2C1)C(F)(F)F)C)C